FC(=C(C(C(C(C(C(F)(F)F)(F)F)(F)F)(F)F)(F)F)F)F perfluoro(1-heptene)